1-((1s,4s)-4-((5-(imidazo[1,2-a]pyrimidin-6-yl)-7H-pyrrolo[2,3-d]pyrimidin-2-yl)amino)cyclohexyl)pyrrolidin-2-one N=1C=CN2C1N=CC(=C2)C2=CNC=1N=C(N=CC12)NC1CCC(CC1)N1C(CCC1)=O